C(C1=CC=CC=C1)OC1C=C2C(=NC(=NC2=CC1([2H])OC)NCC(OC)OC)N[C@H](C)C1=C(C(=CC=C1)C(F)F)F 6-(benzyloxy)-N4-[(1R)-1-(3-(difluoromethyl)-2-fluorophenyl)ethyl]-N2-(2,2-dimethoxyethyl)-7-methoxyquinazoline-2,4-diamine-7-d